N[C@](COC1=C(C#N)C=C(C=N1)C1=CC=NC2=CC(=CC(=C12)F)F)(CC(C)C)C (S)-2-((2-amino-2,4-dimethylpentyl)oxy)-5-(5,7-difluoroquinolin-4-yl)nicotinonitrile